1,1-bis(4-hydroxy-3-(1-methylethyl)phenyl)cyclohexane OC1=C(C=C(C=C1)C1(CCCCC1)C1=CC(=C(C=C1)O)C(C)C)C(C)C